ClC1=NC(=NC(=N1)C1=CC=CC=C1)N1C2=CC=CC=C2C=2C(=CC=CC12)C1=CC=CC=C1 9-(4-chloro-6-phenyl-1,3,5-triazin-2-yl)-4-phenyl-9H-carbazole